n-butyl-acetate C(CCC)OC(C)=O